2,3,7-trimethyl-2-octene CC(C)=C(CCCC(C)C)C